N-(imidazo[1,2-a]pyridin-7-yl)-2-((2R,5S)-5-methyl-2-(2-(1-methylpiperidin-4-yl)benzo[d]thiazol-5-yl)piperidin-1-yl)-2-oxoacetamide N=1C=CN2C1C=C(C=C2)NC(C(=O)N2[C@H](CC[C@@H](C2)C)C=2C=CC1=C(N=C(S1)C1CCN(CC1)C)C2)=O